FC1=CC(=C(C=C1)C(/C=C(/C=O)\C)(CC=C(C)C)C)C (E)-4-(4-fluoro-2-methylphenyl)-2,4,7-trimethylocta-2,6-dienal